C(CCCCCCC(C)C)(=O)O.[Bi] Bismuth isodecanic acid